8-fluoro-6-((6-(4-pyridyl)-1H-imidazo[4,5-b]pyrazin-1-yl)methyl)-quinoline FC=1C=C(C=C2C=CC=NC12)CN1C=NC=2C1=NC(=CN2)C2=CC=NC=C2